6-[(2-fluorophenyl)methyl]-9-[4-(trifluoromethyl)-phenyl]-9H-carbazole-3-carboxylic acid FC1=C(C=CC=C1)CC=1C=C2C=3C=C(C=CC3N(C2=CC1)C1=CC=C(C=C1)C(F)(F)F)C(=O)O